C1=NC=C(C2=CC=CC=C12)N1C(N(CC1C#N)C1=C(C=CC(=C1)C(F)(F)F)C)=O 3-(isoquinolin-4-yl)-1-(2-methyl-5-(trifluoromethyl)phenyl)-2-oxoimidazolidine-4-carbonitrile